COC1=CC=C(C[C@H]2NCCC=3CCCCC23)C=C1 |r| racemic-1-(4-methoxybenzyl)-1,2,3,4,5,6,7,8-octahydroisoquinoline